TRANS-tert-butyl N-({2-[(4-methoxyphenyl)methyl]-4-methyl-2-azabicyclo[3.1.1]heptan-3-yl}methyl)carbamate COC1=CC=C(C=C1)CN1C2CC(C(C1CNC(OC(C)(C)C)=O)C)C2